tert-butyl (S)-3-((5-isopropyl-2-nitrophenyl)amino)piperidine-1-carboxylate C(C)(C)C=1C=CC(=C(C1)N[C@@H]1CN(CCC1)C(=O)OC(C)(C)C)[N+](=O)[O-]